ClC1=C(C(=NC=C1)N1CCN(CC1)CC=1C=C2CN(C(C2=CC1)=O)N1C(NC(CC1)=O)=O)F 1-(5-((4-(4-chloro-3-fluoropyridin-2-yl)piperazin-1-yl)methyl)-1-oxoisoindolin-2-yl)dihydropyrimidine-2,4(1H,3H)-dione